ClC1=C2C(=[N+](C=C1)[O-])C(=CS2)C(=O)OC 7-Chloro-3-(methoxycarbonyl)thieno[3,2-b]pyridine 4-oxide